NC=O Amino-formaldehyde